N[C@H]1C[C@H](CCC1)C1=NN=C2N1CCC(C2)C(=O)OCC ethyl 3-[(1S,3R)-3-aminocyclohexyl]-5,6,7,8-tetrahydro-[1,2,4]triazolo[4,3-a]pyridine-7-carboxylate